NCC1CCC(CC1)N1C=CC=2N=C(N=C(C21)C(=O)N)N2C=NC=C2 ((1r,4r)-4-(aminomethyl)cyclohexyl)-2-(1H-imidazol-1-yl)-5H-pyrrolo[3,2-d]pyrimidine-4-carboxamide